N-((1,2,3,5,6,7-Hexahydro-s-indacen-4-yl)carbamoyl)-1-(propan-2-yl-d7)-1H-pyrazole-3-sulfonamide, potassium salt [K].C1CCC2=C(C=3CCCC3C=C12)NC(=O)NS(=O)(=O)C1=NN(C=C1)C(C([2H])([2H])[2H])(C([2H])([2H])[2H])[2H]